(S)-5-bromo-1-((5-(5-(difluoromethyl)-1,3,4-oxadiazol-2-yl)pyridin-2-yl)methyl)-6-fluoro-3-(1-methylpyrrolidin-3-yl)-1,3-dihydro-2H-benzo[d]imidazol-2-one BrC1=CC2=C(N(C(N2[C@@H]2CN(CC2)C)=O)CC2=NC=C(C=C2)C=2OC(=NN2)C(F)F)C=C1F